C(C1=CC=CC=C1)(C1=CC=CC=C1)=NC=1C(=C2C(=NC1C#N)N(C=C2C=2N=NN(C2)C2OCCCC2)C)C2=C(C(=CC=C2)OCC2=CC=CC=C2)C 5-(Benzhydrylideneamino)-4-(3-benzyloxy-2-methyl-phenyl)-1-methyl-3-(1-tetrahydropyran-2-yltriazol-4-yl)pyrrolo[2,3-b]pyridine-6-carbonitrile